The molecule is a pyrimidine nucleotide-sugar having thymine as the nucleobase and alpha-D-forosamine as the sugar component. It has a role as a bacterial metabolite. It is a conjugate acid of a dTDP-alpha-D-forosamine(1-). C[C@@H]1[C@H](CC[C@H](O1)OP(=O)(O)OP(=O)(O)OC[C@@H]2[C@H](C[C@@H](O2)N3C=C(C(=O)NC3=O)C)O)N(C)C